C[C@]1(CCNC[C@@H]1F)O cis-3-fluoro-4-methylpiperidin-4-ol